C(=CC=CCCCCCCCCCCCCC)C=1OC=CC1 2-(8Z,11Z-heptadecadienyl)furan